ClC=1C(=C(NC=2C3=C(N=CN2)C=CC(=N3)N3CCC2C3CN(C2)C(=O)OC(C)(C)C)C=CC1Cl)F tert-butyl 1-[4-(3,4-dichloro-2-fluoro-anilino)pyrido[3,2-d]pyrimidin-6-yl]-2,3,3a,4,6,6a-hexahydropyrrolo[2,3-c]pyrrole-5-carboxylate